(S)-5-fluoro-2-(5-fluoro-1H-pyrrolo[2,3-b]pyridin-3-yl)-N-(piperidin-3-yl)pyrimidin-4-amine hydrochloride Cl.FC=1C(=NC(=NC1)C1=CNC2=NC=C(C=C21)F)N[C@@H]2CNCCC2